ClC=1C(=C(C=CC1)NC=1C(=NN2C1C(NCC2)=O)C2=CC(=NC=C2)F)OC 3-[(3-chloro-2-methoxyphenyl)amino]-2-(2-fluoropyridin-4-yl)-5H,6H,7H-pyrazolo[1,5-a]pyrazin-4-one